4-(4-((3-amino-6-bromoquinolin-4-yl)amino)phenyl)piperazine-1-carboxylic acid tert-butyl ester C(C)(C)(C)OC(=O)N1CCN(CC1)C1=CC=C(C=C1)NC1=C(C=NC2=CC=C(C=C12)Br)N